4-(2-chlorophenyl)-1-(2,2,2-trifluoroethyl)piperidine-3-carboxylic acid ClC1=C(C=CC=C1)C1C(CN(CC1)CC(F)(F)F)C(=O)O